methyl 3-acetyl-1-(2-((2S,4R)-2-((6-bromopyridin-2-yl)carbamoyl)-4-fluoropyrrolidin-1-yl)-2-oxoethyl)-5-(2-methylpyrimidin-5-yl)-1H-indazole-7-carboxylate C(C)(=O)C1=NN(C2=C(C=C(C=C12)C=1C=NC(=NC1)C)C(=O)OC)CC(=O)N1[C@@H](C[C@H](C1)F)C(NC1=NC(=CC=C1)Br)=O